C(C)(=O)OCCCCCC\C=C/CCCCCC (7Z)-7-Tetradecen-1-ol acetate